N-methoxy-N-methyl-chromane-3-carboxamide CON(C(=O)C1COC2=CC=CC=C2C1)C